FC1C(=C(CC(C1)(C)C)C1=CC=CC=C1)C(=O)O fluoro-5,5-dimethyl-3,4,5,6-tetrahydro-[1,1'-biphenyl]-2-carboxylic acid